3-[5-(4-bromophenyl)-1-phenyl-pyrrol-2-yl]-4-chloro-N-[2-(dimethylamino)ethyl]benzamide hydrochloride Cl.BrC1=CC=C(C=C1)C1=CC=C(N1C1=CC=CC=C1)C=1C=C(C(=O)NCCN(C)C)C=CC1Cl